CN1CCN(C(C2=C1N=C(C=C2)C)=O)C2=CC(=CC=C2)OC(CCNC)C=2SC=CC2 1,8-Dimethyl-4-(3-(3-(methylamino)-1-(thiophen-2-yl)propoxy)phenyl)-1,2,3,4-tetrahydro-5H-pyrido[2,3-e][1,4]diazepin-5-one